(E)-1-[2-Methoxy-6-(oxan-2-yloxy)phenyl]-3-(4-nitrophenyl)prop-2-en-1-one COC1=C(C(=CC=C1)OC1OCCCC1)C(\C=C\C1=CC=C(C=C1)[N+](=O)[O-])=O